(2S)-2-(9H-fluoren-9-yl-methoxycarbonyl-amino)-3-(2-methyl-phenyl)propanoic acid C1=CC=CC=2C3=CC=CC=C3C(C12)N([C@H](C(=O)O)CC1=C(C=CC=C1)C)C(=O)OC